(S)-N-(3-phenylpiperidin-3-yl)-4-(trifluoromethoxy)benzenesulfonamide C1(=CC=CC=C1)[C@@]1(CNCCC1)NS(=O)(=O)C1=CC=C(C=C1)OC(F)(F)F